COC(C1=C(C(=C(C(=C1)C(F)(F)F)Cl)I)N)=O 2-amino-4-chloro-3-iodo-5-(trifluoromethyl)benzoic acid methyl ester